2-(2-(cyclopropanesulfonylamino)thiazol-4-yl)-N-(5-(6-ethoxypyrazin-2-yl)-3-fluoropyridin-2-yl)-2-methylpropanamide C1(CC1)S(=O)(=O)NC=1SC=C(N1)C(C(=O)NC1=NC=C(C=C1F)C1=NC(=CN=C1)OCC)(C)C